5,7-dichloro-3-iodo-imidazo[1,2-a]pyridine ClC1=CC(=CC=2N1C(=CN2)I)Cl